9-Cyclopentyloxymethyl-2-((R)-1-[1,4]dioxan-2-ylmethoxy)-6,7-dihydro-pyrimido[6,1-a]isoquinolin-4-one C1(CCCC1)OCC=1C=C2CCN3C(C2=CC1)=CC(=NC3=O)OC[C@@H]3OCCOC3